NC1=NC(=C(C(=N1)Cl)C=O)Cl 2-amino-4,6-dichloropyrimidine-5-carboxaldehyde